3-(3-fluorophenyl)-5-(3-methoxy-1-(1-methylazepan-4-yl)-1H-pyrazol-4-yl)-1-tosyl-1H-pyrrolo[2,3-b]pyridine FC=1C=C(C=CC1)C1=CN(C2=NC=C(C=C21)C=2C(=NN(C2)C2CCN(CCC2)C)OC)S(=O)(=O)C2=CC=C(C)C=C2